6-[5-[2-[(4-chloro-2,3-dihydro-1H-inden-2-yl)methylamino]ethyl]-2-oxo-1,3-oxazolidin-3-yl]-4H-1,4-benzoxazin-3-one ClC1=C2CC(CC2=CC=C1)CNCCC1CN(C(O1)=O)C=1C=CC2=C(NC(CO2)=O)C1